4-tertiary butylphenol C(C)(C)(C)C1=CC=C(C=C1)O